(S)-3-(8-chloro-7-fluoronaphthalen-1-yl)-4-fluoro-7-methyl-9,10,11,12-tetrahydro-7H-pyrazino[1',2':4,5]pyrazino[2,3-c][1,6]naphthyridin-8(8aH)-one ClC=1C(=CC=C2C=CC=C(C12)C1=NC=C2C3=C(C=NC2=C1F)N(C([C@H]1N3CCNC1)=O)C)F